1-thio-α-xylose S[C@@H]1[C@H](O)[C@@H](O)[C@H](O)CO1